NC1=NC=2C=C(C(=CC2C2=C1COC2)C(=O)N2[C@@H](COCC2)C2=CC(=C(C=C2)F)C(F)(F)F)Cl (4-amino-7-chloro-1,3-dihydrofuro[3,4-c]quinolin-8-yl)((3R)-3-(4-fluoro-3-(trifluoromethyl)phenyl)-4-morpholinyl)methanone